(6-Chloro-3-fluoropyridin-2-yl)-2,2,2-trifluoroethan-1-ol ClC1=CC=C(C(=N1)C(C(F)(F)F)O)F